4-amino-7-fluoro-N-((3R)-4-fluoro-6-(trifluoromethyl)-2,3-dihydro-1-benzofuran-3-yl)-N,1-dimethyl-1H-pyrazolo[4,3-c]quinoline-8-carboxamide NC1=NC=2C=C(C(=CC2C2=C1C=NN2C)C(=O)N(C)[C@H]2COC1=C2C(=CC(=C1)C(F)(F)F)F)F